5-((2-(3-Fluoro-5-((4-(trifluoromethyl)phenyl)sulfonamido)phenyl)pyrimidin-5-yl)methoxy)-2-hydroxybenzoic acid FC=1C=C(C=C(C1)NS(=O)(=O)C1=CC=C(C=C1)C(F)(F)F)C1=NC=C(C=N1)COC=1C=CC(=C(C(=O)O)C1)O